ClCC(=O)NNC(=O)C=1SC=CC1 N'-(2-chloroacetyl)thiophene-2-carbohydrazide